(S)-2-(2,5-difluoro-4-(6-((1-(pyridin-4-yl)-1H-pyrazol-3-yl)methoxy)pyridin-2-yl)benzyl)-1-(oxetan-2-ylmethyl)-1H-benzo[d]imidazole-6-carboxylic acid FC1=C(CC2=NC3=C(N2C[C@H]2OCC2)C=C(C=C3)C(=O)O)C=C(C(=C1)C1=NC(=CC=C1)OCC1=NN(C=C1)C1=CC=NC=C1)F